C(C)(=O)O[C@@H]1[C@@H]([C@H]([C@@H](SC=2C=NC=CC2)O[C@@H]1COC(C)=O)OC)N=[N+]=[N-] pyridin-3-yl 4,6-di-O-acetyl-3-azido-3-deoxy-2-O-methyl-1-thio-α-D-galactopyranoside